4-amino-3,3-di-methylbutyldimethoxymethylsilane NCC(CC[SiH2]C(OC)OC)(C)C